C1(=CC=CC=C1)S(=O)(=O)OCC(=O)C1CCC(CC1)CC(C)C 2-(4-Isobutylcyclohexyl)-2-oxoethyl benzenesulfonate